3-(1-(4-(((3-(2,6-dioxopiperidin-3-yl)-2-methyl-4-oxo-3,4-dihydroquinazolin-5-yl)amino)methyl)benzyl)azetidin-3-yl)benzonitrile O=C1NC(CCC1N1C(=NC2=CC=CC(=C2C1=O)NCC1=CC=C(CN2CC(C2)C=2C=C(C#N)C=CC2)C=C1)C)=O